N1(CCC(CC1)C1=CC=C2C3(C=4N(C=5C=CC=C(C5C(N4)=O)Cl)C2=C1)CCCCC3)C3CCNCC3 10'-([1,4'-bipiperidin]-4-yl)-4'-chloro-5'H-spiro[cyclohexane-1,7'-indolo[1,2-a]quinazolin]-5'-one